C1(CC1)C=1C=C(C=NC1)S(=O)(=O)N 5-cyclopropylpyridine-3-sulfonamide